C(C)(C)(C)S(=O)N(C1(COC1)C1=C(C=C(C=C1)C(C(=O)OCC)C)F)COCC[Si](C)(C)C (±)-ethyl 2-[4-[3-[tert-butylsulfinyl(2-trimethylsilylethoxymethyl)amino] oxetan-3-yl]-3-fluoro-phenyl]propanoate